anti-Propione CCC(=O)CC